N[C@@H]1C[C@H](CC1)NC1=NC=C2C=C(N=C(C2=C1)N[C@H]1COCC1)C#N 7-(((1S,3S)-3-aminocyclopentyl)amino)-1-(((R)-tetrahydrofuran-3-yl)amino)-2,6-naphthyridine-3-carbonitrile